Tert-Butyl (S)-3-((7-((tert-butoxycarbonyl)(3-cyanophenyl)amino)-3-cyclopropylpyrazolo[1,5-a]pyrimidin-5-yl)amino)azepane-1-carboxylate C(C)(C)(C)OC(=O)N(C1=CC(=NC=2N1N=CC2C2CC2)N[C@@H]2CN(CCCC2)C(=O)OC(C)(C)C)C2=CC(=CC=C2)C#N